4-(2-(piperazine-1-carbonyl)phenyl)isoindoline-2-carbonitrile N1(CCNCC1)C(=O)C1=C(C=CC=C1)C1=C2CN(CC2=CC=C1)C#N